N1[C@@H](CCC1=O)C(=O)[O-] (L)-Pyroglutamate